NC=1N(C=CN1)C L-2-amino-1-methylimidazole